(S)-6-phenoxy-3-(3-(5-(trifluoromethyl)pyridin-2-yloxy)pyrrolidin-1-yl)picolinaldehyde O(C1=CC=CC=C1)C1=CC=C(C(=N1)C=O)N1C[C@H](CC1)OC1=NC=C(C=C1)C(F)(F)F